C(C)OC1=NC=CC=C1C=1C(=C(C(=O)NCCNC)C(=CC1)N1[C@@H](CN(CC1)C(=O)C=1C(=NC(=CC1)NC)C(F)(F)F)CC)F 3-(2-ethoxypyridin-3-yl)-6-[(2R)-2-ethyl-4-[6-(methylamino)-2-(trifluoromethyl)pyridine-3-carbonyl]piperazin-1-yl]-2-fluoro-N-[2-(methylamino)ethyl]benzamide